(S)-4-amino-4-(5-fluoropyridin-2-yl)butan-1-ol N[C@@H](CCCO)C1=NC=C(C=C1)F